FC=1C=CC(=C(C1)C(CO)O)C=1N(C=CN1)COCC[Si](C)(C)C 1-[5-fluoro-2-(1-{[2-(trimethylsilyl)ethoxy]methyl}-1H-imidazol-2-yl)phenyl]ethane-1,2-diol